C(C)OC(=O)C1=C(NC(C=C1)=O)Cl 2-chloro-6-oxo-1,6-dihydropyridine-3-carboxylic acid ethyl ester